C(CCCCCCCCC)OC(CCCCCCC\C=C/CCCCCCCC)=O Oleic acid decyl ester